C(C)(C)C=1C2=C(NC1C=1C=C(C=3N(C1)N=CN3)C)C=C(S2)C=2N=NN(C2)C2CCNCC2 6-isopropyl-5-(8-methyl-[1,2,4]triazolo[1,5-a]pyridin-6-yl)-2-(1-(piperidin-4-yl)-1H-1,2,3-triazol-4-yl)-4H-thieno[3,2-b]pyrrole